(carboxyethyl-phenyl) pyridine-2-carboxylate N1=C(C=CC=C1)C(=O)OC1=C(C=CC=C1)CCC(=O)O